tert-butyl (3S)-3-[(3-nitro-4-pyridyl)oxy]piperidine-1-carboxylate [N+](=O)([O-])C=1C=NC=CC1O[C@@H]1CN(CCC1)C(=O)OC(C)(C)C